(S)- and (R)-4-(2-((2-(6-(1H-pyrazol-4-yl)-1H-indol-3-yl)-2-oxo-1-phenylethyl)amino)ethyl)benzonitrile N1N=CC(=C1)C1=CC=C2C(=CNC2=C1)C([C@H](C1=CC=CC=C1)NCCC1=CC=C(C#N)C=C1)=O |r|